CC1=CC=C(C=NCCC[Si](OCC)(OCC)OCC)C=C1 N-4-methylbenzylene-3-(triethoxysilyl)propane-1-amine